5-amino-6-((S)-4-(tert-butoxycarbonyl)-2-methylpiperazin-1-yl)-2-(((2s,4r)-4-fluoro-1-methylpyrrolidin-2-yl)methoxy)pyrimidine-4-carboxylic acid NC=1C(=NC(=NC1N1[C@H](CN(CC1)C(=O)OC(C)(C)C)C)OC[C@H]1N(C[C@@H](C1)F)C)C(=O)O